COC1=CC=C(C=C1)C1=CN=C2N1C=CN=C2NC2=CC(=C(C(=O)NC)C=C2)C 4-((3-(4-methoxyphenyl)imidazo[1,2-a]pyrazin-8-yl)amino)-N,2-dimethylbenzamide